C#COOOOOCCCCCCCCC pentoxahexadecyne